Cl.N1(CCC1)C1CCC(CC1)N (1R,4R)-4-(azetidin-1-yl)cyclohexanamine hydrochloride